2-methoxy-N-(6-methylpyrazin-2-yl)-4-nitrobenzamide COC1=C(C(=O)NC2=NC(=CN=C2)C)C=CC(=C1)[N+](=O)[O-]